butyl aminoethyl ether NCCOCCCC